4-hexyldecyl 8-[[8-(4-hexyldecoxy)-8-oxo-octyl]amino]octanoate C(CCCCC)C(CCCOC(CCCCCCCNCCCCCCCC(=O)OCCCC(CCCCCC)CCCCCC)=O)CCCCCC